methyl (2S)-2-[[(2S)-2-[(5-chloro-1H-indole-2-carbonyl)amino]-3-cyclopropyl-propanoyl]amino]-3-[(3S)-2-oxopyrrolidin-3-yl]propanoate ClC=1C=C2C=C(NC2=CC1)C(=O)N[C@H](C(=O)N[C@H](C(=O)OC)C[C@H]1C(NCC1)=O)CC1CC1